C(C)(C)(C)OC(=O)N1C(CCC1)CC(=O)OC 2-(2-methoxy-2-oxoethyl)pyrrolidine-1-carboxylic acid tert-butyl ester